(S)-3-methylpiperidin hydrochloride Cl.C[C@@H]1CNCCC1